tert-butyl 4-[2-[3-[4-(ethylsulfonylmethyl)-2-(6-methyl-7-oxo-1H-pyrrolo[2,3-c]pyridin-4-yl)phenoxy]phenoxy]ethoxy]piperidine-1-carboxylate C(C)S(=O)(=O)CC1=CC(=C(OC=2C=C(OCCOC3CCN(CC3)C(=O)OC(C)(C)C)C=CC2)C=C1)C=1C2=C(C(N(C1)C)=O)NC=C2